N-[(5-Chlorothiophen-2-yl)methyl]-3-(pyrrolidin-3-yl)-1-(1,3-thiazol-4-carbonyl)-1H-pyrazol-5-amin ClC1=CC=C(S1)CNC1=CC(=NN1C(=O)C=1N=CSC1)C1CNCC1